2-isothiocyanato-4-(propan-2-yloxy)pyridine N(=C=S)C1=NC=CC(=C1)OC(C)C